C(C)(=O)OCCCCCCCCCCCC Dodecanol acetate